3-methoxy-5,7-dihydropyrrolo[3,4-b]pyridine-6-carboxylic acid methyl ester COC(=O)N1CC2=NC=C(C=C2C1)OC